((S)-4-acryloyl-2-methylpiperazin-1-yl)-10-chloro-11-(5-chloro-2,4-difluorophenyl)-3-methoxy-3,4-dihydro-2H,6H-[1,4]thiazepino[2,3,4-ij]quinazolin-6-one C(C=C)(=O)N1C[C@@H](N(CC1)C1C(CN2C(N=CC3=CC(=C(C(=C23)S1)C1=C(C=C(C(=C1)Cl)F)F)Cl)=O)OC)C